1-(2-(3-cyclopropyl-1H-pyrazol-1-yl)-6-((4,4-difluorocyclohexyl)amino)pyrimidin-4-yl)ethan-1-ol C1(CC1)C1=NN(C=C1)C1=NC(=CC(=N1)C(C)O)NC1CCC(CC1)(F)F